amino-undecanethiol NC(CCCCCCCCCC)S